N(=C=O)CCC[Si](OCCOCCOC)(OCCOCCOC)OCCOCCOC 3-Isocyanatopropyltris(methoxyethoxyethoxy)silan